CN(CCC(=O)N)C1COC1 3-[methyl-(oxetan-3-yl)amino]propanamide